ClC=1C=C(C=CC1Cl)N=S(OC1=CC=CC=C1)(=O)F phenyl (3,4-dichlorophenyl)sulfurofluoridoimidate